CN1C(=NC=C1CN1N=C(N=C1)C=1C=NC2=CC(=NC(=C2C1)OC1CCC(CC1)NC1=NC=CC=N1)N1CCOCC1)[N+](=O)[O-] N-[4-[[3-[1-[(3-Methyl-2-nitro-imidazol-4-yl)methyl]-1,2,4-triazol-3-yl]-7-morpholino-1,6-naphthyridin-5-yl]oxy]cyclohexyl]pyrimidin-2-amine